N-[3-chloro-4-[4-(piperidine-4-carbonyl)piperazine-1-carbonyl]phenyl]-5-[1-[(2,2-difluorocyclopropyl)methyl]-3-(trifluoromethyl)pyrazol-4-yl]-1-methylimidazole-2-carboxamide ClC=1C=C(C=CC1C(=O)N1CCN(CC1)C(=O)C1CCNCC1)NC(=O)C=1N(C(=CN1)C=1C(=NN(C1)CC1C(C1)(F)F)C(F)(F)F)C